[N+](=O)(O)[O-].C(C)N=C=N 3-ethylcarbodiimide nitrate